C(CCCCCCC\C=C/CCCCCCCC)OC(CCCCCCCCCCCCCCCCCCCCC)=O.BrCC(=O)NCC1=CC=C(C=C1)C(C)(C)C1=CC(=C(C(=C1)Cl)OCCCCl)Cl 2-bromo-N-[[4-[1-[3,5-dichloro-4-(3-chloropropoxy)phenyl]-1-methyl-ethyl]phenyl]methyl]acetamide Oleylbehenat